NC=1C=NC(=NC1)N1CC(C1)O 1-(5-aminopyrimidin-2-yl)azetidin-3-ol